tert-butyl 4-(4-((6-bromoimidazo[1,2-a]pyrazin-8-yl)amino)phenyl)piperidine-1-carboxylate BrC=1N=C(C=2N(C1)C=CN2)NC2=CC=C(C=C2)C2CCN(CC2)C(=O)OC(C)(C)C